1-hydroxy-2-methyl-2-buten OCC(=CC)C